CN1N=C(C2=CC=C(C=C12)CN1CCC(CC1)C1=NC2=C(N1CC1CC(C1)O)C=CC=C2)C2=C(C=CC=C2)C (1s,3s)-3-((2-(1-((1-methyl-3-(o-tolyl)-1H-indazol-6-yl)methyl)piperidin-4-yl)-1H-benzo[d]imidazol-1-yl)methyl)cyclobutan-1-ol